(S)- or (R)-4-(2-Cyclopropyl-benzyl)-2-(2,2-difluoro-propyl)-6-[1-(2-fluoro-6-methyl-phenyl)-piperidin-4-yl]-7-methyl-2,4,6,7-tetrahydro-pyrazolo[4,3-d]pyrimidin-5-one C1(CC1)C1=C(CN2C(N([C@H](C=3C2=CN(N3)CC(C)(F)F)C)C3CCN(CC3)C3=C(C=CC=C3C)F)=O)C=CC=C1 |o1:9|